FC1=C(CNC=2C(=NC=CN2)C(=O)N)C=CC=C1 3-[(2-Fluorobenzyl)amino]pyrazine-2-carboxamide